C(C)(C)(C)OC(C(CC1=CC=CC2=C1C=C(O2)CO)[C@@H]2CN(CC2)C(=O)OC(C)(C)C)=O Tert-butyl (3R)-3-(1-(tert-butoxy)-3-(2-(hydroxymethyl)benzofuran-4-yl)-1-oxopropan-2-yl)pyrrolidine-1-carboxylate